tert-butyl-[3-[6-ethyl-5-[2-[(1S)-1-methoxyethyl]-3-pyridinyl]thieno[2,3-B]pyrrol-4-yl]-2,2-dimethyl-propoxy]-diphenyl-monosilane C(C)(C)(C)[Si](C1=CC=CC=C1)(C1=CC=CC=C1)OCC(CC=1C2=C(N(C1C=1C(=NC=CC1)[C@H](C)OC)CC)SC=C2)(C)C